C12C(CC(CC1)CC2)=O bicyclo[2.2.2]octan-2-one